3-(aminomethyl)-5-fluoro-N-(4-(trifluoromethyl)phenyl)aniline NCC=1C=C(NC2=CC=C(C=C2)C(F)(F)F)C=C(C1)F